tert-butyl ((1-((2-(3,5-dichlorophenyl)-6-((6-(4-(1-hydroxycyclopropanecarbonyl)piperazin-1-yl)pyridin-3-yl)oxy)pyridin-4-yl)methyl)piperidin-4-yl)methyl)carbamate ClC=1C=C(C=C(C1)Cl)C1=NC(=CC(=C1)CN1CCC(CC1)CNC(OC(C)(C)C)=O)OC=1C=NC(=CC1)N1CCN(CC1)C(=O)C1(CC1)O